C(CCCCCCC\C=C/CCCCCCCC)OC(COCCOCCOCCOCCOCCOCCOCCOCCOCCOCCOC(C1=CC=CC=C1)(C1=CC=CC=C1)C1=CC=CC=C1)COCCCCCCCC\C=C/CCCCCCCC [2-[2-[2-[2-[2-[2-[2-[2-[2-[2-[2,3-bis[(Z)-octadec-9-enoxy]propoxy]ethoxy]ethoxy]ethoxy]ethoxy]ethoxy]ethoxy]ethoxy]ethoxy]ethoxy]ethoxy-diphenyl-methyl]benzene